4-(4-(4'-Chloro-[1,1'-biphenyl]-2-carbonyl)piperidin-1-yl)benzoic acid ClC1=CC=C(C=C1)C=1C(=CC=CC1)C(=O)C1CCN(CC1)C1=CC=C(C(=O)O)C=C1